C(C)(C)(C)OC(=O)N1C[C@H](N(CC1)C1=C(C(=CC=C1)Cl)Cl)C (R)-4-(2,3-dichlorophenyl)-3-methylpiperazine-1-carboxylic acid tert-butyl ester